4-(3-((2-((1-(1-methylpiperidin-4-yl)-1H-pyrazol-4-yl)amino)-5-(trifluoromethyl)pyrimidin-4-yl)amino)propyl)-1,4-oxazepan-3-one CN1CCC(CC1)N1N=CC(=C1)NC1=NC=C(C(=N1)NCCCN1C(COCCC1)=O)C(F)(F)F